C(C)(=O)C=1C=C(C=CC1)C1=CC(=CC=C1)C(CC(=O)O)NC(=O)NC=1C(N(C=C(C1O)C)C)=O 3-(3'-acetylbiphenyl-3-yl)-3-(3-(4-hydroxy-1,5-dimethyl-2-oxo-1,2-dihydropyridin-3-yl)ureido)propanoic acid